C(N)(=O)C=1N(C2=CC(=CC=C2C1)OC(F)(F)F)C1=CC=CC(=N1)C1(CCC1)NC(OC(C)(C)C)=O tert-butyl (1-(6-(2-carbamoyl-6-(trifluoromethoxy)-1H-indol-1-yl)pyridin-2-yl)cyclobutyl)carbamate